COC(=O)[C@@]1(OC[C@@H](C1)NC(=O)C1(CC(=NO1)C1=CC(=CC=C1)F)C)OC (2R,4R)-4-[[3-(3-fluorophenyl)-5-methyl-4H-isoxazole-5-carbonyl]amino]-2-methoxytetrahydrofuran-2-carboxylic acid methyl ester